OC1=CC=C(C=C1)C(C1=CC=CC2=CC=CC=C12)C1=CC=C(C=C1)O bis(4-hydroxyphenyl)-1-naphthylmethane